ClC1=C(C=C(OCC(=O)NC23CC(C2)(C3)NC(=O)[C@@H]3OC2=C([C@@H](C3)O)C=C(C(=C2)C)F)C=C1)F (2R,4R)-N-{3-[2-(4-chloro-3-fluorophenoxy)acetamido]bicyclo[1.1.1]pent-1-yl}-6-fluoro-4-hydroxy-7-methyl-3,4-dihydro-2H-1-benzopyran-2-carboxamide